C(C)N1N=CC(=C1C=1C(=NC(=CC1)NCC)F)C(=O)N[C@@H]1C(NC2=C(C(=N1)C1=CC=CC=C1)C=CC=C2)=O 1-Ethyl-5-[6-(ethylamino)-2-fluoropyridin-3-yl]-N-[(3S)-2-oxo-5-phenyl-1,3-dihydro-1,4-benzodiazepin-3-yl]pyrazole-4-carboxamide